ClC=1C=CC(=C(C1)C1CC(C(C(C1)=O)=CNCCN(C)C)=O)F 5-(5-chloro-2-fluorophenyl)-2-(((2-(dimethylamino)ethyl)amino)methylene)cyclohexane-1,3-dione